CC=1C(CCC(C1)(C)C)O 2,4,4-Trimethylcyclohex-2-en-1-ol